O=C(CCCC(C(C(C(C(=O)O)([2H])[2H])([2H])[2H])([2H])[2H])([2H])[2H])OCCOCCNC(CCSSC1=NC=CC=C1)=O 9-oxo-9-(2-(2-(3-(pyridin-2-yldisulfanyl)propanamido)ethoxy)ethoxy)nonanoic acid-d8